FC1=C(C=CC(=C1)C=1N=C2N(C=CC=N2)C1)O 2-Fluoro-4-(imidazo[1,2-a]pyrimidin-2-yl)phenol